FC(C(=O)O)(F)F.N[C@@H](CCOC1=C(C=CC(=C1)OC)C=1C=C2C(=CC=NC2=CC1)C(=O)OC)CC1=CC2=CC=CC=C2C=C1 (R)-methyl 6-(2-(3-amino-4-(naphthalen-2-yl)butoxy)-4-methoxyphenyl)quinoline-4-carboxylate, 2,2,2-trifluoroacetate salt